NC1=NC(=NC=C1F)N1C[C@@H]2[C@H](C1)CC(C2)C(=O)N2N=CC[C@@H]2C2=CC=CC=C2 ((3aR,5S,6aS)-2-(4-amino-5-fluoropyrimidin-2-yl)octahydrocyclopenta[c]pyrrol-5-yl)((R)-5-phenyl-4,5-dihydro-1H-pyrazol-1-yl)methanone